3-(2-(5-(4-fluorobenzylidene)-3-(4-n-butylphenyl)-4-oxothiazolidine-2-ylidene)hydrazono)-5-fluoro-1H-indol-2-one FC1=CC=C(C=C2C(N(C(S2)=NN=C2C(NC3=CC=C(C=C23)F)=O)C2=CC=C(C=C2)CCCC)=O)C=C1